N-methyl-3-aminopropyltriethoxysilane CNCCC[Si](OCC)(OCC)OCC